FC(C(=O)O)(F)F.N[C@@H](C[C@H]1C(NCC1)=O)C(C(=O)N1CC(C1)(F)F)O (3S)-3-((2S)-2-amino-4-(3,3-difluoroazetidin-1-yl)-3-hydroxy-4-oxobutyl)pyrrolidin-2-one trifluoroacetic acid salt